methyl-2,3-dihydropyrido[3,2-b][1,4]oxazepin-4(5H)-one hydrochloride Cl.CC1CC(NC2=C(O1)C=CC=N2)=O